CC1=CN=C2N1N=C(C=C2)CC(=O)NC2=NNC=C2 3-{[(3-methylimidazo[1,2-b]pyridazin-6-yl)acetyl]amino}-1H-pyrazol